phenyl-trans-aminoethylcyclohexanecarboxylic acid C1(=CC=CC=C1)[C@H]1[C@@](CCCC1)(C(=O)O)CCN